C(#N)CC(CN1CCN(CC1)C(=O)C1=C(C=C(C#N)C=C1)F)N1N=CC(=C1)C=1C2=C(N=CN1)NC=C2 4-[(4-{cyano-2-[4-(7H-pyrrolo[2,3-d]pyrimidin-4-yl)-1H-pyrazol-1-yl]propyl}piperazin-1-yl)carbonyl]-3-fluorobenzonitrile